S(=O)(=O)(OCCC)OC(F)F propyl (difluoromethyl) sulfate